1-(2-(3-oxo-3-(4-(5-(trifluoromethyl)pyrimidin-2-yl)piperazin-1-yl)propoxy)ethyl)-3-(trifluoromethyl)-1,5-dihydro-4H-pyrazolo[3,4-d]pyridazin-4-one O=C(CCOCCN1N=C(C2=C1C=NNC2=O)C(F)(F)F)N2CCN(CC2)C2=NC=C(C=N2)C(F)(F)F